thieno[2,3-c]pyridine-4-carboxamide S1C=CC2=C1C=NC=C2C(=O)N